2-(4-benzylpiperidin-1-yl)-4-(2-methoxyphenyl)-8-methyl-4H-pyrimido[1,2-a][1,3,5]triazin-6-ol C(C1=CC=CC=C1)C1CCN(CC1)C=1N=C2N(C(N1)C1=C(C=CC=C1)OC)C(=CC(=N2)C)O